2,3-dimethyl-4-(2-methyl-3-(6-methyl-1-oxoisoindolin-2-yl)phenyl)-1H-indole-7-carboxamide CC=1NC2=C(C=CC(=C2C1C)C1=C(C(=CC=C1)N1C(C2=CC(=CC=C2C1)C)=O)C)C(=O)N